Cl.C(C)OC(CCC=1C=C2CCNCC2=CC1F)=O 3-(7-fluoro-1,2,3,4-tetrahydroisoquinolin-6-yl)propionic acid ethyl ester hydrochloride